C(C)(C)NC1(CNCC1)C N-isopropyl-3-methylpyrrolidin-3-amine